2-(4-chlorobenzylidene)benzofuran-3(2H)-one ClC1=CC=C(C=C2OC3=C(C2=O)C=CC=C3)C=C1